N1(CCCC1)CC1=C(N=CO1)C(=O)N 5-(pyrrolidin-1-ylmethyl)oxazole-4-carboxamide